C(C)(C)(C)OOC(C1=CC=CC=C1)=O perbenzoic acid tert-butyl ester